(R)-3-(3-bromophenyl)cyclopentan-1-one BrC=1C=C(C=CC1)[C@H]1CC(CC1)=O